CC1([C@H]([C@@H]1C1=NOC(=N1)C1=CC2=C(N1)C=CS2)C2=CC=C(C=C2)S(=O)(=O)N)C 4-{(1S,3S)-2,2-dimethyl-3-[5-(4H-thieno[3,2-b]pyrrol-5-yl)-1,2,4-oxadiazol-3-yl]cyclopropyl}benzenesulfonamide